2,3,5,6-Tetraethyl-4-propoxy-phenol C(C)C1=C(C(=C(C(=C1CC)OCCC)CC)CC)O